FC(OC1=CN=C(C=C1C(=O)O)N=C(C1=CC=CC=C1)C1=CC=CC=C1)F 5-(difluoromethoxy)-2-((diphenylmethylene)amino)isonicotinic acid